N1N=C(C=C1)C1=C(C=NC=C1)C=1C=C2C=C(N=CC2=C(N1)N)NC(=O)[C@H]1[C@@H](C1)C#N (1R,2R)-N-(6-(4-(1H-pyrazol-3-yl)pyridin-3-yl)-8-amino-2,7-naphthyridin-3-yl)-2-Cyanocyclopropanecarboxamide